C(=O)(O)C1=CC=C(OC2=CC=C(C=C2)C2(C3=CC=CC=C3C=3C=CC=CC23)C2=CC=C(C=C2)OC2=CC=C(C=C2)C(=O)O)C=C1 9,9-bis[4-(4-carboxyl-phenoxy)phenyl]fluorene